C1(CC1)C(CNC=1C=C2C(NC3(C2=CC1)CC3)=O)=O 5'-((2-cyclopropyl-2-oxoethyl)amino)spiro[cyclopropane-1,1'-isoindol]-3'-one